Trin-butyl-phosphine C(CCC)P(CCCC)CCCC